2-(Carbamoyloxy)-N,N,N-trimethylethan-1-aminium C(N)(=O)OCC[N+](C)(C)C